FC1=C(CN2N=C(N=C2)C(=O)N[C@@H]2C(N(C=3N(CC2)N=C(C3C)C)C)=O)C=CC(=C1)F (S)-1-(2,4-difluorobenzyl)-N-(2,3,4-trimethyl-5-oxo-5,6,7,8-tetrahydro-4H-pyrazolo[1,5-a][1,3]diazepin-6-yl)-1H-1,2,4-triazole-3-carboxamide